O(S(=O)(=O)C(F)(F)F)C1=CC2=C(N(CC(CS2(=O)=O)(C)CCCC)C2=CC=CC=C2)C=C1OC 3-Butyl-7-methoxy-3-methyl-1,1-dioxido-5-phenyl-2,3,4,5-tetrahydro-1,5-benzothiazepin-8-yl triflate